FC1=CC=C(C=C1)C1=C(CCC(C1)(C)C)CN1C(CN(CC1)CC=1C=C2CN(C(C2=CC1)=O)C1C(NC(CC1)=O)=O)(C)C 3-(5-((4-((4'-fluoro-5,5-dimethyl-3,4,5,6-tetrahydro-[1,1'-biphenyl]-2-yl)methyl)-3,3-dimethylpiperazin-1-yl)methyl)-1-oxoisoindolin-2-yl)piperidine-2,6-dione